3-isopropyl-6-trifluoromethylimidazo[1,2-a]pyridinium bromide [Br-].C(C)(C)C1=C[NH+]=C2N1C=C(C=C2)C(F)(F)F